ClC=1C=C(C=C2N=CC=NC12)CNC=1C=NC=CC1N1C=CN=CC=C1 N-((8-chloroquinoxalin-6-yl)methyl)-4-(1,4-diazepin-1-yl)pyridin-3-amine